5-(2-(4-(2-azaspiro[3.3]heptan-2-yl)phenyl)thiazol-5-yl)-3-fluoro-2-hydroxybenzaldehyde C1N(CC12CCC2)C2=CC=C(C=C2)C=2SC(=CN2)C=2C=C(C(=C(C=O)C2)O)F